2-(3-pyridinyl)-2H-indazole-4-carboxylic acid N1=CC(=CC=C1)N1N=C2C=CC=C(C2=C1)C(=O)O